1'-(2,2-dimethylpropanoyl)-1,2-dihydrospiro[indole-3,4'-piperidin] CC(C(=O)N1CCC2(CC1)CNC1=CC=CC=C12)(C)C